N1(C(CCC1)C(=O)[O-])C(=O)[O-].[Na+].[Na+] sodium pyrrolidinedicarboxylate